ClC=CC(F)(F)F Chlorotrifluoropropene